4,4-difluoro-1-methylpyrrolidin FC1(CCN(C1)C)F